1,4-diazabicyclo[3.2.0]heptane-4-carboxylic acid N12CCN(C2CC1)C(=O)O